FC1=C(C=CC=C1)[C@@H](C)C1=CC=CC2=C1NC(=NS2(=O)=O)NCC2=NC=CC=C2F (S)-5-(1-(2-fluorophenyl)ethyl)-3-(((3-fluoropyridin-2-yl)methyl)amino)-4H-benzo[e][1,2,4]thiadiazine 1,1-dioxide